2-(((R)-1-(2-((1S,4S)-5-(4-cyanophenyl)-2,5-diazabicyclo[2.2.1]heptan-2-yl)-3,7-dimethyl-4-oxo-4H-pyrido[1,2-a]pyrimidin-9-yl)ethyl)amino)benzoic acid C(#N)C1=CC=C(C=C1)N1[C@@H]2CN([C@H](C1)C2)C=2N=C1N(C(C2C)=O)C=C(C=C1[C@@H](C)NC1=C(C(=O)O)C=CC=C1)C